BrC=1C=CC(=C(C1)C1=NOC(=C1)COCC(=O)OCC)OC ethyl 2-((3-(5-bromo-2-methoxyphenyl)isoxazole-5-yl)methoxy)acetate